2-(tert-Butoxycarbonyl)-N-(3-hydroxypropyl)-D-alaninamide C(C)(C)(C)OC(=O)[C@@](N)(C)C(=O)NCCCO